7-(cyclohexylamino)-N-(3-(2,6-dioxopiperidin-3-yl)benzofuran-5-yl)heptanamide C1(CCCCC1)NCCCCCCC(=O)NC=1C=CC2=C(C(=CO2)C2C(NC(CC2)=O)=O)C1